COC1=C(C=C(C=N1)CCNC(OC1=CC=C(C=C1)[N+](=O)[O-])=O)C(F)(F)F 4-Nitrophenyl (2-(6-methoxy-5-(trifluoromethyl)pyridin-3-yl)ethyl)carbamate